2-[(2,2-Dimethylpropyl)amino]-N-(5-{[(1S,2S)-2-hydroxycyclohexyl]carbamoyl}-2-methylphenyl)-1,3-thiazole-5-carboxamide CC(CNC=1SC(=CN1)C(=O)NC1=C(C=CC(=C1)C(N[C@@H]1[C@H](CCCC1)O)=O)C)(C)C